N(C1=CC=CC=C1)CC=1C(=NC(=NC1)Cl)N1CC(CC1)CNC(OC(C)(C)C)=O tert-butyl N-[[1-[5-(anilinomethyl)-2-chloro-pyrimidin-4-yl]pyrrolidin-3-yl] methyl]carbamate